NC(C(=O)O)(CC)C1=CC(=CC=C1)C(F)(F)F 2-amino-2-(3-(trifluoromethyl)phenyl)butanoic acid